FC=1C=C(C=C(C1OC1=C2C(=NC=C1)N(C=C2)COCC[Si](C)(C)C)F)NC(=O)NCC2(COC2)C N-{3,5-difluoro-4-[(1-{[2-(trimethylsilyl)ethoxy]methyl}-1H-pyrrolo[2,3-b]pyridin-4-yl)oxy]phenyl}-N'-[(3-methyloxetan-3-yl)methyl]urea